ClC1=NC(=NC(=C1F)C1=C(C=CC=C1)C)NS(=O)(=O)C=1C=NN(C1)C N-[4-chloro-5-fluoro-6-(o-tolyl)pyrimidin-2-yl]-1-methyl-pyrazole-4-sulfonamide